C1(CCC1)CNCC1=C2C(=NC(=C1)C(=O)NC1=CC(=CC=C1)C1(CC(C1)C)C1=NN=CN1C)C(CC2)(C)C 4-(((cyclobutylmethyl)amino)methyl)-7,7-dimethyl-N-(3-((1s,3s)-3-methyl-1-(4-methyl-4H-1,2,4-triazol-3-yl)cyclobutyl)phenyl)-6,7-dihydro-5H-cyclopenta[b]pyridine-2-carboxamide